ClC=1C=NC(=NC1)CN1C(=NC2=C1C=C(C=C2)F)N2C[C@H]([C@H](CC2)F)N (3R,4S)-1-(1-((5-Chloropyrimidin-2-yl)methyl)-6-fluoro-1H-benzo[d]imidazol-2-yl)-4-fluoropiperidin-3-amin